ClC=1C=C2C(=NC(N3C2=C(C1C1=C(C=C(C=C1F)F)F)SCC3)=O)N3[C@H](CN(CC3)C(\C=C\C(F)F)=O)C (S,E)-9-chloro-7-(4-(4,4-difluorobut-2-enoyl)-2-methylpiperazin-1-yl)-10-(2,4,6-trifluorophenyl)-2,3-dihydro-5H-[1,4]thiazino[2,3,4-ij]quinazolin-5-one